(S)- and (R)-4-(2-((2-(6-(1-methyl-1H-imidazol-4-yl)-1H-indol-3-yl)-2-oxo-1-phenylethyl)amino)eth-yl)benzenesulfonamide CN1C=NC(=C1)C1=CC=C2C(=CNC2=C1)C([C@H](C1=CC=CC=C1)NCCC1=CC=C(C=C1)S(=O)(=O)N)=O |r|